4-((4-(4-cyanophenyl)-2,3-dihydro-1H-pyrrolo[2,3-c]pyridin-1-yl)sulfonyl)benzonitrile C(#N)C1=CC=C(C=C1)C1=C2C(=CN=C1)N(CC2)S(=O)(=O)C2=CC=C(C#N)C=C2